2-methoxyphenyl 3-(N-(2-oxo-2-((2-(phenylthio)phenyl)amino)ethyl)methylsulfonamido)benzoate O=C(CN(S(=O)(=O)C)C=1C=C(C(=O)OC2=C(C=CC=C2)OC)C=CC1)NC1=C(C=CC=C1)SC1=CC=CC=C1